3-(5-((((1-(4-((5-chloro-4-((2-(dimethylphosphono)phenyl)amino)pyrimidin-2-yl)amino)-3-methoxyphenyl)piperidin-4-yl)amino)methyl)amino)-1-oxoisoindolin-2-yl)piperidine-2,6-dione ClC=1C(=NC(=NC1)NC1=C(C=C(C=C1)N1CCC(CC1)NCNC=1C=C2CN(C(C2=CC1)=O)C1C(NC(CC1)=O)=O)OC)NC1=C(C=CC=C1)P(=O)(OC)OC